(E)-1-(2,4,4-trimethylcyclohexen-1-yl)but-2-en-1-one CC1=C(CCC(C1)(C)C)C(\C=C\C)=O